(R)-6-(1-(cyclobutylamino)ethyl)-2-(3-(3,3-difluoro-1-(4-methyl-4H-1,2,4-triazol-3-yl)cyclobutyl)phenyl)-4-(trifluoromethyl)isoindolin-1-one C1(CCC1)N[C@H](C)C1=CC(=C2CN(C(C2=C1)=O)C1=CC(=CC=C1)C1(CC(C1)(F)F)C1=NN=CN1C)C(F)(F)F